C(=C)C1=CC=C(CN(CC2=CC=C(C=C2)C=C)CCO)C=C1 N,N-bis(4-vinyl-benzyl)-2-hydroxyethylamine